1-benzylpiperidin-3-one hydrate HCl salt Cl.O.C(C1=CC=CC=C1)N1CC(CCC1)=O